FC1=CC=C(C(=O)N2C(C=3N(CC2)C(=NC3N3C(CCC3)=O)C3=NC(=NS3)CF)C)C=C1 1-(7-(4-fluorobenzoyl)-3-(3-(fluoromethyl)-1,2,4-thiadiazol-5-yl)-8-methyl-5,6,7,8-tetrahydroimidazo[1,5-a]pyrazin-1-yl)pyrrolidin-2-one